FC(OC1=CC=C(C=C1)C1CN(CCO1)C=1OC2=C(C=C(C=C2C(C1)=O)C)C(C)NC1=C(C(=O)O)C=CC=C1)F 2-[1-[2-[2-[4-(Difluoromethoxy)phenyl]morpholin-4-yl]-6-methyl-4-oxo-chromen-8-yl]ethylamino]benzoic acid